Methyl 4-(2-cyclopropyl-3,5-difluorophenyl)-2-methyl-5-oxo-1,4,5,7-tetrahydrofuro[3,4-b]pyridine-3-carboxylate C1(CC1)C1=C(C=C(C=C1F)F)C1C2=C(NC(=C1C(=O)OC)C)COC2=O